4-bromo-6-ethyl-2,10-dimethylimidazo[1',5':1,2]pyrido[3,4-d]pyrimidine BrC=1C2=C(N=C(N1)C)C=1N(C(=C2)CC)C=NC1C